C1(=CC=CC=C1)C1=C(C=CC=C1)P(C1=CC=CC=C1)(C(C1=C(C=C(C=C1C)C)C)=O)=O phenyl-(2,4,6-trimethylbenzoyl)-diphenyl-phosphine oxide